BrC1=CC=C2C(=CNC2=C1)S(=O)(=O)NC1=NC(=C(C(=N1)OC)OCC(F)F)OC 6-bromo-N-[5-(2,2-difluoroethoxy)-4,6-dimethoxy-pyrimidin-2-yl]-1H-indole-3-sulfonamide